11-methacryloyloxyundecyltrichlorosilane C(C(=C)C)(=O)OCCCCCCCCCCC[Si](Cl)(Cl)Cl